3-(Ethylsulfonyl)-5,6,7,8-tetrahydroimidazo[1,2-a]pyridin C(C)S(=O)(=O)C1=CN=C2N1CCCC2